C(C)N1C(=CC=C1)C(=O)O 1-ETHYL-1H-PYRROLE-2-CARBOXYLIC ACID